NC1=C(C(=C(C=C1)Br)C)C(=O)O 3-amino-6-bromo-2-toluic acid